2-(cyclohexen-1-yl)-3-nitropyridine C1(=CCCCC1)C1=NC=CC=C1[N+](=O)[O-]